COC=1C=C(C=CC1OC)CCC(CC)=O 3,4-dimethoxyphenylpropione